monofluoromethanothioate FC([O-])=S